C(#N)C1=CN=CC(=N1)N1N=C(C(=C1)C(=O)NC1=NC(=CC=C1)C=1N2C(=NN1)CC[C@@H]2C)OC (S)-1-(6-cyanopyrazin-2-yl)-3-methoxy-N-(6-(5-methyl-6,7-dihydro-5H-pyrrolo[2,1-c][1,2,4]triazol-3-yl)pyridin-2-yl)-1H-pyrazole-4-carboxamide